4-toluidine NC1=CC=C(C=C1)C